FC=1C=C2CN(CC2=CC1)C(CNC12CC3(C[C@@H](C[C@H](C1)C3)C2)NC(=O)C2=CC=C(C=C2)C2=CC=CC=C2)=O N-((1s,3r,5R,7S)-3-((2-(5-fluoroisoindolin-2-yl)-2-oxoethyl)amino)adamantan-1-yl)-[1,1'-biphenyl]-4-carboxamide